CC1=C(OC2=C1C=C(C=C2)OCCCC=2C=C(C=CC2)C)C(=O)O 3-Methyl-5-(3-(m-tolyl)propoxy)benzofuran-2-carboxylic acid